ClC1=C(C=CC(=C1)F)C1(CC1)C1=NOC(=N1)C1=NNC(=C1)C(F)(F)F 3-(1-(2-Chloro-4-fluorophenyl)cyclopropyl)-5-(5-(trifluoromethyl)-1H-pyrazol-3-yl)-1,2,4-oxadiazole